FC1=C(NC=2C3=C(N=CN2)C=CC(=N3)O[C@@H]3CN(CC3)C(=O)OC(C)(C)C)C=CC(=C1F)F tert-butyl (3S)-3-[4-(2,3,4-trifluoroanilino)pyrido[3,2-d]pyrimidin-6-yl]oxypyrrolidine-1-carboxylate